ClC1=CC=C(C=C1)C1(CCOCC1)C=1SC=C(N1)COC1=CC(=CC2=C1C=C(O2)C=2N=C1SC(=NN1C2)OC)OC 6-(4-((2-(4-(4-Chlorophenyl)tetrahydro-2H-pyran-4-yl)thiazol-4-yl)methoxy)-6-methoxybenzofuran-2-yl)-2-methoxyimidazo[2,1-b][1,3,4]thiadiazole